C(C)OC(=O)C=1C=NN(C1C(F)(F)F)C1=C(C=C(C=C1)C#N)C 1-(4-cyano-2-methylphenyl)-5-(trifluoromethyl)-1H-pyrazole-4-carboxylic acid ethyl ester